4-((S)-4-Acryloyl-3-(cyanomethyl)piperazin-1-yl)-7-(2-amino-7-fluorobenzo[d]thiazol-4-yl)-6-Chloro-8-fluoro-2-hydroxyquinoline-3-carbonitrile C(C=C)(=O)N1[C@H](CN(CC1)C1=C(C(=NC2=C(C(=C(C=C12)Cl)C1=CC=C(C2=C1N=C(S2)N)F)F)O)C#N)CC#N